OC=1C=CC=C(C1)OC(CC)=O 5-hydroxy-phenylpropionate